2-cyano-N-(1-(Imidazo[4,5-d]pyrrolo[2,3-b]pyridine-1(6H)-yl)pyrrolidine-3-yl)acetamide C(#N)CC(=O)NC1CN(CC1)N1C=NC=2C1=C1C(=NC2)NC=C1